(1S,2S,3S)-N-(8-amino-6-(5-amino-4-methylpyridin-3-yl)-7-fluoroisoquinolin-3-yl)-2-methyl-3-(1-methyl-1H-pyrazol-4-yl)cyclopropanecarboxamide NC=1C(=C(C=C2C=C(N=CC12)NC(=O)[C@H]1[C@H]([C@@H]1C=1C=NN(C1)C)C)C=1C=NC=C(C1C)N)F